tert-butyl-(2,2-dimethyl-3-vinylchromen-7-yl)(ethyl)urethane C(C)(C)(C)C(OC(N(CC)C1=CC=C2C=C(C(OC2=C1)(C)C)C=C)=O)C